(2S)-2-[[(tert-butoxy)carbonyl]amino]-3,3-dimethylbutyric acid C(C)(C)(C)OC(=O)N[C@H](C(=O)O)C(C)(C)C